[(carbazolyl)phenyl][(triphenyleneyl)biphenylyl]pyridine C1(=CC=CC=2C3=CC=CC=C3NC12)C1=C(C=CC=C1)C=1C(=NC=CC1)C1=C(C=CC=C1C1=CC=CC=2C3=CC=CC=C3C3=CC=CC=C3C12)C1=CC=CC=C1